C(=O)O.NC1=CC=CC(=N1)[C@H](C)NC(=O)C=1C=NC2=C(C=CC=C2C1)C1=CCC(CC1)C(F)(F)F N-((S)-1-(6-aminopyridin-2-yl)ethyl)-8-(4-(trifluoromethyl)cyclohex-1-en-1-yl)quinoline-3-carboxamide formate salt